Potassium (R)-(2-((tert-butoxycarbonyl)amino)-3-(difluoromethoxy)propyl)trifluoroborate C(C)(C)(C)OC(=O)N[C@H](C[B-](F)(F)F)COC(F)F.[K+]